COC(=O)C1=CC2=C(C(=CCCC2)C2=C(C=C(C=C2)CC2CN(C2)CCCF)F)C=C1.CC1C(C(=NS1)Cl)=O METHYL-CHLOROISOTHIAZOLINONE methyl-9-(2-fluoro-4-((1-(3-fluoropropyl)azetidin-3-yl)methyl)phenyl)-6,7-dihydro-5H-benzo[7]annulene-3-carboxylate